5-(chlorodifluoromethoxy)-3-cyano-6-methyl-1H-indazol ClC(OC=1C=C2C(=NNC2=CC1C)C#N)(F)F